Cl.NC/C(/CN1N=CN(C1=O)CC1=CC=C(S1)C1=C(C=CC=C1)S(=O)(=O)NC)=C\F [5-(1-[(2E)-2-(aminomethyl)-3-fluoroprop-2-en-1-yl]-5-oxo-1,5-dihydro-4H-1,2,4-triazol-4-ylmethyl)thiophen-2-yl]-N-methylbenzenesulfonamide hydrochloride